(1S,3R)-3-(2-((5-chloro-4-(5,5-dimethyl-5,6-dihydro-4H-pyrrolo[1,2-b]pyrazol-3-yl)pyridin-2-yl)amino)-2-oxoethyl)-N-methylcyclopentane-1-carboxamide ClC=1C(=CC(=NC1)NC(C[C@H]1C[C@H](CC1)C(=O)NC)=O)C1=C2N(N=C1)CC(C2)(C)C